CC1(C(C(=CC2(CN(CCO2)C(=O)C2=C(OC=C2)C(F)(F)F)C1)C#N)=O)C 10,10-dimethyl-9-oxo-4-[2-(trifluoromethyl)furan-3-carbonyl]-1-oxa-4-azaspiro[5.5]undec-7-ene-8-carbonitrile